tert-butyl N-(3-(cyclopropylethynyl)-6-morpholinoimidazo[1,2-b]pyridazin-8-yl)-N-(4-methoxybenzyl)glycinate C1(CC1)C#CC1=CN=C2N1N=C(C=C2N(CC(=O)OC(C)(C)C)CC2=CC=C(C=C2)OC)N2CCOCC2